NC=1C=CC=2C3=CC=C(C=C3C(N(C2C1)CC)C1=CC=CC=C1)N 3,8-Diamino-5,6-dihydro-5-ethyl-6-phenylphenanthridine